3-(7-((1-(6,7-Dihydro-4H-pyrazolo[5,1-c][1,4]oxazine-2-carbonyl)piperidin-4-yl)oxy)-1-methyl-1H-indazol-3-yl)piperidine-2,6-dione N1=C(C=C2COCCN21)C(=O)N2CCC(CC2)OC=2C=CC=C1C(=NN(C21)C)C2C(NC(CC2)=O)=O